[N+](=O)([O-])C=1C=C(C=CC1)NC(=O)NC1=CC=C(C=C1)C 1-(3-nitrophenyl)-3-(p-tolyl)urea